C(#N)[C@@H](C[C@H]1C(NCC1)=O)NC(=O)[C@@H]1[C@H]2C([C@H]2CN1C([C@@H](NC(C(F)(F)F)=O)C(C)(C)C)=O)(C)C (1R,2S,5S)-N-{(1R)-1-cyano-2-[(3S)-2-oxopyrrolidin-3-yl]ethyl}-6,6-dimethyl-3-[3-methyl-N-(trifluoroacetyl)-L-valyl]-3-azabicyclo[3.1.0]hexane-2-carboxamide